FC1=C(C=C(C=C1)C1=C(C=CC=C1C)C)[C@H](CC(=O)OCC)NC(=O)NC=1C(N(C=CC1O)C)=O Ethyl (S)-3-(4-Fluoro-2',6'-dimethylbiphenyl-3-yl)-3-(3-(4-hydroxy-1-methyl-2-oxo-1,2-dihydropyridin-3-yl)ureido)propanoat